5-chloro-4-(6,8-difluoro-4-((1S,5R)-1-methyl-3,8-diaza-bicyclo-[3.2.1]octan-3-yl)-2-(((S)-1-methyl-pyrrolidin-2-yl)meth-oxy)quinazolin-7-yl)-naphthalen-2-ol ClC1=C2C(=CC(=CC2=CC=C1)O)C1=C(C=C2C(=NC(=NC2=C1F)OC[C@H]1N(CCC1)C)N1C[C@@]2(CC[C@H](C1)N2)C)F